Manganese-silicon-iron [Fe].[Si].[Mn]